CCCCC/C=C\C/C=C\C/C=C\C/C=C\CCCC(=O)OC[C@H](COP(=O)([O-])OCC[N+](C)(C)C)OC(=O)CCCC/C=C\C/C=C\C/C=C\C/C=C\CC 1-(5Z,8Z,11Z,14Z-eicosatetraenoyl)-2-(6Z,9Z,12Z,15Z-octadecatetraenoyl)-glycero-3-phosphocholine